ClC1=C(C=CC=C1C=1N=C(C(=NC1)CNCC1CC(C1)O)NC)C1=C(C(=CC=C1)C=1N=C(C(=NC1)CNCC1CC(C1)O)NC)Cl (1r,1'r,3r,R)-3,3'-(((((2,2'-dichloro-[1,1'-biphenyl]-3,3'-diyl)bis(3-(methylamino)pyrazine-5,2-diyl))bis(methylene))bis(azanediyl))bis(methylene))bis(cyclobutan-1-ol)